(2S)-2-[4-chloro-2-(4-ethoxy-4,5-dihydroisoxazol-3-yl)phenoxy]propionic acid ethyl ester C(C)OC([C@H](C)OC1=C(C=C(C=C1)Cl)C1=NOCC1OCC)=O